C1(CCCCC1)NC(OC1=CC(=CC(=C1)C=1C=NC=C(C1)C=1OC=CN1)C)=O 3-methyl-5-(5-(oxazol-2-yl)pyridin-3-yl)phenyl cyclohexylcarbamate